methacrylic acid β-hydroxyethyl-phosphate OCCOP(=O)(O)O.C(C(=C)C)(=O)O